N-[[4-[6-[4-[[4-[4-[(2,6-dioxo-3-piperidyl)amino]phenyl]-1-piperidyl]methyl]phenyl]pyrrolo[2,1-f][1,2,4]triazin-4-yl]-2-methyl-phenyl]methyl]-4,4-dimethyl-pentanamide O=C1NC(CCC1NC1=CC=C(C=C1)C1CCN(CC1)CC1=CC=C(C=C1)C=1C=C2C(=NC=NN2C1)C1=CC(=C(C=C1)CNC(CCC(C)(C)C)=O)C)=O